NC1=CC(=C(C(=O)NC)C=C1F)F 4-amino-2,5-difluoro-N-methylbenzamide